O=C1OC2=CC=CC=C2C=C1 2-oxo-2H-chromene